C(C)(C)(C)OC(=O)N1C(C2(C1)CCCC2)=O oxo-2-azaspiro[3.4]octane-2-carboxylic acid tert-butyl ester